[Ti].[Si].[Mg].[Al] aluminum-magnesium-silicon-titanium